1-ethyl-2-vinylpyridinium C(C)[N+]1=C(C=CC=C1)C=C